5-tert-butoxycarbonyl-6,7,8,9-tetrahydro-4H-pyrazolo[1,5-a][1,4]diazocine-2-carboxylic acid C(C)(C)(C)OC(=O)N1CC=2N(CCCC1)N=C(C2)C(=O)O